CC1=NC=C(C(=O)NNC(=O)C2CC3(CC(C3)NC(OC(C)(C)C)=O)C2)C=C1 tert-butyl (6-(2-(6-methylnicotinoyl)hydrazine-1-carbonyl)spiro[3.3]heptan-2-yl)carbamate